IC1=C(C=O)C=CC=C1I 2,3-diiodobenzaldehyde